NC=1C2=C(N=CN1)N(C=C2)[C@H]2[C@@H]([C@@H]([C@H](O2)CNS(=O)(=O)C2=CC1=CC=CC=C1C=C2)O)O N-(((2R,3S,4R,5R)-5-(4-Amino-7H-pyrrolo[2,3-d]pyrimidin-7-yl)-3,4-dihydroxytetrahydrofuran-2-yl)methyl)naphthalene-2-sulfonamide